C(CC)S(=O)(=O)NC1=CC=C(C=C1)C1=C2C(=NC(=C1)NC(=O)C1CC1)NC=C2 N-(4-(4-(propylsulfonylamino)phenyl)-1H-pyrrolo[2,3-b]pyridin-6-yl)cyclopropylcarboxamide